tert-butyl 3-((3R,4S)-4-(4-amino-3-(4-phenoxyphenyl)-1H-pyrazolo[3,4-d]pyrimidin-1-yl)-3-fluoropiperidin-1-yl)azetidine-1-carboxylate NC1=C2C(=NC=N1)N(N=C2C2=CC=C(C=C2)OC2=CC=CC=C2)[C@@H]2[C@@H](CN(CC2)C2CN(C2)C(=O)OC(C)(C)C)F